3-(1-(4-chlorophenyl)-2,5-dioxoimidazol-4-yl)propionic acid ClC1=CC=C(C=C1)N1C(N=C(C1=O)CCC(=O)O)=O